C(C)C1=NC=2C(=NC(=CC2C)C)N1CC1=CC=C(C=C1)C1=C(SC(=C1)C1=C(C=CC=C1)C(F)(F)F)S(=O)(=O)NC(OCCCC)=O Butyl (3-(4-((2-ethyl-5,7-dimethyl-3H-imidazo[4,5-b]pyridin-3-yl)methyl) phenyl)-5-(2-(trifluoromethyl)phenyl)thiophen-2-yl)sulfonylcarbamate